2-(2,3-dimethyl-2H-indazol-6-yl)acetic acid CN1N=C2C=C(C=CC2=C1C)CC(=O)O